2-((2-oxa-6-azaspiro[3.5]non-6-yl)methyl)-3-methyl-5-(2-methyl-4-(6-(trifluoromethyl)quinazolin-2-yl)phenyl)-6,7-dihydropyrazolo[1,5-a]pyrazin-4(5H)-one C1OCC12CN(CCC2)CC2=NN1C(C(N(CC1)C1=C(C=C(C=C1)C1=NC3=CC=C(C=C3C=N1)C(F)(F)F)C)=O)=C2C